OC(C1CN(CC(N1)C=1C(=C2COC(C2=CC1)=O)C)CC=1C=NN(C1)C1=CC(=C(C=N1)C#N)C)([2H])[2H] 6-(4-((3-(hydroxymethyl-d2)-5-(4-methyl-1-oxo-1,3-dihydroisobenzofuran-5-yl)piperazin-1-yl)methyl)-1H-pyrazol-1-yl)-4-methylpyridine-3-carbonitrile